(1-(5-bromoquinoxalin-6-yl)-1H-imidazol-4-yl)-N-(1-(methylsulfonyl)piperidin-4-yl)-5-(trifluoromethyl)pyrimidin-2-amine BrC1=C2N=CC=NC2=CC=C1N1C=NC(=C1)C1=NC(=NC=C1C(F)(F)F)NC1CCN(CC1)S(=O)(=O)C